3-(4-(4-oxocyclohexyl)indolin-1-yl)piperidine-2,6-dione O=C1CCC(CC1)C1=C2CCN(C2=CC=C1)C1C(NC(CC1)=O)=O